[(3R)-4-[(3-amino-3-oxo-propyl)amino]-3-[2-(1H-indol-3-yl) acetyl]oxy-2,2-dimethyl-4-oxobutyl] 2-(1H-indol-3-yl)acetate N1C=C(C2=CC=CC=C12)CC(=O)OCC([C@H](C(=O)NCCC(=O)N)OC(CC1=CNC2=CC=CC=C12)=O)(C)C